4-({2-[(1R)-1-methoxyethyl]phenyl}amino)-2-[(6-methoxy-2-methyl-1,2,3,4-tetrahydroisoquinolin-7-yl)amino]pyrimidine-5-carboxamide CO[C@H](C)C1=C(C=CC=C1)NC1=NC(=NC=C1C(=O)N)NC1=C(C=C2CCN(CC2=C1)C)OC